C(C)C=1C=C(C=C(C1N)CC)C1(C2=CC=CC=C2C=2C=CC=CC12)C1=CC(=C(C=C1)N)C 9-(3,5-diethyl-4-aminophenyl)-9-(3-methyl-4-aminophenyl)fluorene